5-chloro-3-methyl-1-((2-(trimethylsilyl)ethoxy)methyl)-1H-pyrazole-4-carbaldehyde ClC1=C(C(=NN1COCC[Si](C)(C)C)C)C=O